CON(C(NCC1=CC=C(C=C1)C1=NOC(=N1)C(F)(F)F)=O)OC dimethoxy-N-({4-[5-(trifluoromethyl)-1,2,4-oxadiazol-3-yl]phenyl}methyl)urea